5-(Methylamino)-6-(3-methylimidazo[4,5-c]pyridin-7-yl)-3-[4-[(4-methylpiperazin-1-yl)methyl]anilino]pyrazin-2-carboxamid CNC=1N=C(C(=NC1C=1C2=C(C=NC1)N(C=N2)C)C(=O)N)NC2=CC=C(C=C2)CN2CCN(CC2)C